[4-(cyanomethoxy)phenyl]acetamide C(#N)COC1=CC=C(C=C1)CC(=O)N